N-(3-(4-methylthiazol-5-yl)propyl)-1,1-diphenylmethanimine-15N CC=1N=CSC1CCC[15N]=C(C1=CC=CC=C1)C1=CC=CC=C1